FC=1C=C(C(=O)OC)C=C(C1C=1N(C=C(N1)C(F)(F)F)C(C)C)OC 3-fluoro-4-(1-isopropyl-4-(trifluoromethyl)-1H-imidazol-2-yl)-5-methoxybenzoic acid, Methyl ester